C(C)(C)C1=C2C=C(N=CC2=C(C=C1)N1[C@@H]([C@H](C1)CS(=O)(=O)C)C)NC1=NC(=NC=C1)C=1C=NN(C1)[C@@H](C(F)(F)F)C 5-isopropyl-8-((2R,3S)-2-methyl-3-((methylsulfonyl)methyl)azetidin-1-yl)-N-(2-(1-((R)-1,1,1-trifluoropropan-2-yl)-1H-pyrazol-4-yl)pyrimidin-4-yl)isoquinolin-3-amine